4,6-di-tertiary butyl-2,3-dimethyl-anisole C(C)(C)(C)C1=C(C(=C(C(=C1)C(C)(C)C)OC)C)C